N-butyl-2,5-bis(4-methylphenyl)phospholan-1-amine C(CCC)NP1C(CCC1C1=CC=C(C=C1)C)C1=CC=C(C=C1)C